C(C)(C)(C)[C@@]1(OC=C[C@@H]1O[Si](C)(C)C(C)(C)C)CO[SiH](C)C 2-tert-butyl(((2R,3S)-3-((tert-butyldimethylsilyl)oxy)-2,3-dihydrofuran-2-yl)methoxy)dimethylsilane